6-(3-amino-4-chlorophenyl)-N-(3-chloro-4-fluorophenyl)quinazolin-4-amine NC=1C=C(C=CC1Cl)C=1C=C2C(=NC=NC2=CC1)NC1=CC(=C(C=C1)F)Cl